tert-butyl (2-(3-(4-bromophenyl)thioureido)ethyl)carbamate BrC1=CC=C(C=C1)NC(NCCNC(OC(C)(C)C)=O)=S